manganese palmitoate C(CCCCCCCCCCCCCCC)(=O)[O-].[Mn+2].C(CCCCCCCCCCCCCCC)(=O)[O-]